2-(3-nitro-4-morpholinylphenylamino)-4-(benzothien-3-yl)pyrazolo[1,5-a][1,3,5]Triazine [N+](=O)([O-])C=1C=C(C=CC1N1CCOCC1)NC1=NC=2N(C(=N1)C1=CSC3=C1C=CC=C3)N=CC2